OCCN1C(C2=CC=C(C=C2CC1(C(F)(F)F)NC1=CC=CC=C1)OC)=O 2-(2-Hydroxyethyl)-6-methoxy-3-(phenylamino)-3-(trifluoromethyl)-3,4-dihydroisoquinolin-1(2H)-one